NC=1C(=NC=C(N1)N1CCC2(CC1)[C@@H](C1=CC=CC=C1C2)N)SC=2C(=C1C(N(C=NC1=CC2)C)=O)Cl (S)-6-((3-amino-5-(1-amino-1,3-dihydrospiro[inden-2,4'-piperidin]-1'-yl)pyrazine-2-yl)thio)-5-chloro-3-methylquinazolin-4(3H)-one